ClC=1C=CC(=NC1)OC1=C(C(=CC=C1)C)C1=CC(=NO1)C(F)F 5-[2-[(5-Chloro-2-pyridinyl)oxy]-6-methylphenyl]-3-(difluoromethyl)isoxazole